CN(C(OC1=CC2=C(C(NC(O2)=O)=O)C=C1)=O)C (2,4-dioxo-1,3-benzoxazin-7-yl) N,N-dimethylcarbamate